C(C)(C)(C)OC(=O)NC=1C=C2CCCOC2=C(C1)B(O)O (6-((Tert-Butoxycarbonyl)amino)chroman-8-yl)boronic acid